5-chloro-3-(2-chloro-5-methylpyridin-4-yl)-6-[(3,5-difluoropyridin-2-yl)methoxy]-2-methylpyrimidin-4-one ClC=1C(N(C(=NC1OCC1=NC=C(C=C1F)F)C)C1=CC(=NC=C1C)Cl)=O